C1CC(CC12CCNCC2)CO 8-azaspiro[4.5]decan-3-ylmethanol